N-(isochroman-6-yl(phenyl)methyl)-2-oxo-6-(trifluoromethyl)-1,2-dihydropyridine-3-carboxamide C1OCCC2=CC(=CC=C12)C(NC(=O)C=1C(NC(=CC1)C(F)(F)F)=O)C1=CC=CC=C1